C[Si](C)(C)C#CC1=C(COC1)C(=O)OCC ethyl 4-((trimethylsilyl)ethynyl)-2,5-dihydrofuran-3-carboxylate